ClC=1C=CC(=C(C1)C1=CC(=C(N=N1)C)NC1=CC=NC2=CC(=CC=C12)OC(=O)N1C2CN(C(C1)C2)C)F 4-{[6-(5-chloro-2-fluorophenyl)-3-methylpyridazin-4-yl]amino}quinolin-7-yl-5-methyl-2,5-diazabicyclo[2.2.1]heptane-2-carboxylate